C(C=C)C1CC2(CN(C2)C2=C(C(=O)NC3=NC(=NC(=C3)C)N3CC(C(CC3)(F)F)C=C)C=CC(=C2)Br)C1 2-(6-allyl-2-azaspiro[3.3]heptane-2-yl)-4-bromo-N-(2-(4,4-difluoro-3-vinylpiperidin-1-yl)-6-methylpyrimidin-4-yl)benzamide